2-hydroxy-4-tetradecyloxybenzophenone OC1=C(C(=O)C2=CC=CC=C2)C=CC(=C1)OCCCCCCCCCCCCCC